CCCC/C=C/CC(=O)O 3E-Octenoic acid